NCC1=CC=C(C=C1)NC(=O)C1=CC2=C(OCCC3=C2SC=C3)C=C1C=1C(=NC(=CC1)C(NC(C)CC(C)C)=O)C(=O)OC methyl 3-(9-((4-(aminomethyl)phenyl)carbamoyl)-4,5-dihydrobenzo[b]thieno[2,3-d]oxepin-8-yl)-6-((4-methylpentan-2-yl)carbamoyl)picolinate